O1COC=2C=NC(=CC21)C=2C(=CC(=NC2)NC(C)=O)NC2=NC(=CC(=C2)C)S(=O)(=O)C N-(5-([1,3]dioxolo[4,5-c]pyridin-6-yl)-4-((4-methyl-6-(methylsulfonyl)pyridin-2-yl)amino)pyridin-2-yl)acetamide